C(#N)C(C(=O)OC(C)CC)=C 2-butyl 2-cyanoacrylate